ClC=1N=C2CCC(NC2=C(C1)C)=O 6-chloro-8-methyl-3,4-dihydro-1H-1,5-naphthyridin-2-one